4-(chloromethyl)-3-methylpyridin-2-amine ClCC1=C(C(=NC=C1)N)C